C(C)(C)(C)C1=CC(=C(C=C1)O)C 4-(tert-butyl)-2-methylphenol